2-(4-(6-((4-cyano-2-fluorobenzyl)oxy)pyridin-2-yl)piperidin-1-yl)propionic acid C(#N)C1=CC(=C(COC2=CC=CC(=N2)C2CCN(CC2)C(C(=O)O)C)C=C1)F